BrC1=C(C(=O)O)C=C(C=C1[N+](=O)[O-])F 2-bromo-5-fluoro-3-nitrobenzoic acid